NC1=CC=CC(=N1)C1=NC(=NC(=N1)NC1=CC(=CC(=C1)F)F)NCC(C)(O)C (4-(6-aminopyridin-2-yl)-6-(3,5-difluorophenylamino)-1,3,5-triazin-2-ylamino)-2-methylpropan-2-ol